[1-[3-fluoro-4-([2-[(1-methylpiperidin-4-yl)(1H-pyrazol-4-ylmethyl)amino]-1,6-naphthyridin-7-yl]amino)phenyl]pyrazol-3-yl]methanol FC=1C=C(C=CC1NC1=NC=C2C=CC(=NC2=C1)N(CC=1C=NNC1)C1CCN(CC1)C)N1N=C(C=C1)CO